O1CCC=2C1=C1C(=CNC1=CC2)CCNCC 2-(3,6-dihydro-2H-furo[2,3-e]indol-8-yl)-N-ethylethan-1-amine